tert-butyl (E)-3-(6-azidoquinolin-3-yl)acrylate N(=[N+]=[N-])C=1C=C2C=C(C=NC2=CC1)/C=C/C(=O)OC(C)(C)C